N-(biphenyl-2-yl)-N-(9,9-dimethyl-9H-fluoren-2-yl)-9,9'-spirobi[9H-fluorene]-4-amine C1(=C(C=CC=C1)N(C1=CC=CC=2C3(C4=CC=CC=C4C12)C1=CC=CC=C1C=1C=CC=CC13)C1=CC=3C(C2=CC=CC=C2C3C=C1)(C)C)C1=CC=CC=C1